COC(CC1CCC(CC1)C1=CC=C(C=C1)N)=O.O=C1NC(CC[C@H]1NC1=CC=C(C=C1)C1CCC(CC1)CC(=O)OC)=O |r| Methyl 2-[4-[4-[[(3RS)-2,6-dioxo-3-piperidyl]amino]phenyl]cyclohexyl]acetate Methyl-2-[4-(4-aminophenyl)cyclohexyl]acetate